FCCN1C(=CC2=C(C=CC=C12)NC1CCN(CC1)CC(COC)O)I 1-(4-((1-(2-fluoroethyl)-2-iodo-1H-indol-4-yl)amino)piperidin-1-yl)-3-methoxypropan-2-ol